C1(CC(C(CC1)C(C)(C)O)O)C (±)-p-menthane-3,8-diol